(3R)-3-amino-7-[5-(3-azabicyclo[4.1.0]heptan-1-yl)-1,3,4-oxadiazol-2-yl]-5-[(4-chlorophenyl)methyl]-8-fluoro-1,1-dioxo-2,3-dihydro-1λ6,5-benzothiazepin-4-one N[C@H]1CS(C2=C(N(C1=O)CC1=CC=C(C=C1)Cl)C=C(C(=C2)F)C=2OC(=NN2)C21CNCCC1C2)(=O)=O